BrC=1C=C2C(=NC1)NC(C21CC1)=O 5'-bromo-1'H-spiro[cyclopropane-1,3'-pyrrolo[2,3-b]pyridin]-2'-one